N-AcrylamidoTryptophan methyl-(R)-2-(4-methylisochroman-5-yl)acetate C[C@@H](C(=O)O)C1=C2C(COCC2=CC=C1)C.C(C=C)(=O)NN[C@@H](CC1=CNC2=CC=CC=C12)C(=O)O